4-methyl-3-{2-methyl-6-[4-(trifluoromethyl)-phenoxy]pyrimidin-4-yl}-1-(triphenylmethyl)-1H,4H,5H-pyrazolo[4,3-b]pyridin-5-one CN1C2=C(C=CC1=O)N(N=C2C2=NC(=NC(=C2)OC2=CC=C(C=C2)C(F)(F)F)C)C(C2=CC=CC=C2)(C2=CC=CC=C2)C2=CC=CC=C2